3-(2-(sulfamoylamino)ethyl)-3-phenylazetidine trifluoroacetate FC(C(=O)O)(F)F.S(N)(=O)(=O)NCCC1(CNC1)C1=CC=CC=C1